2-(2,5-dimethoxy-4-(5,5,5-trifluoropentyl)phenyl)ethanamine COC1=C(C=C(C(=C1)CCCCC(F)(F)F)OC)CCN